[SiH2]=[SiH][SiH3] trisilaneN